2,4-dichloro-5-((3-methylpyrrolidin-1-yl)methyl)pyrimidine ClC1=NC=C(C(=N1)Cl)CN1CC(CC1)C